12-hexadecadien-1-ol CCC/C=C/CCCCCCC/C=C/CCO